O1C(CCCC1)N1N=C(C=C1)C1=CN=C2N1N=C(C=C2N2[C@@H](COCC2)C)N2[C@@H](COCC2)C (3R,3'R)-4,4'-(3-(1-(tetrahydro-2H-pyran-2-yl)-1H-pyrazol-3-yl)imidazo[1,2-b]pyridazin-6,8-diyl)bis(3-methylmorpholine)